2-[2-(4-Methylanilino)acetamido]-N-[(1H-indazol-7-yl)methyl]benzamide CC1=CC=C(NCC(=O)NC2=C(C(=O)NCC=3C=CC=C4C=NNC34)C=CC=C2)C=C1